N[C@@H]1CN(C[C@@H](C1)C)C1=C2C(=NC=C1NC(=O)C1=NC(=C(C=C1)F)C1=C(C=C(C=C1F)COC)F)[C@@H](CC2)O N-{4-[(3S,5R)-3-amino-5-methylpiperidin-1-yl]-(7R)-7-hydroxy-6,7-dihydro-5H-cyclopenta[b]pyridin-3-yl}-6-[2,6-difluoro-4-(methoxymethyl)phenyl]-5-fluoropyridine-2-carboxamide